3-(4-((14-amino-3,6,9,12-tetraoxatetradecyl)amino)-1-oxoisoindolin-2-yl)piperidine-2,6-dione NCCOCCOCCOCCOCCNC1=C2CN(C(C2=CC=C1)=O)C1C(NC(CC1)=O)=O